CCCCCCCCCCCCCCCCC(=O)OC[C@H](COP(=O)(O)OC[C@H](CO)O)OC(=O)CCCCCCCCCCCCC 1-heptadecanoyl-2-tetradecanoyl-glycero-3-phospho-(1'-sn-glycerol)